4-((2-bromo-4-(2,2-difluoro-1-(isoindolin-2-yl)-2-(phenylsulfonyl)ethyl)phenoxy)methyl)piperidine-1-carboxylic acid tert-butyl ester C(C)(C)(C)OC(=O)N1CCC(CC1)COC1=C(C=C(C=C1)C(C(S(=O)(=O)C1=CC=CC=C1)(F)F)N1CC2=CC=CC=C2C1)Br